(3Z)-6-iodo-3-hexenylpentyloxymethyl ether ICCCCC=CC(CCOCOCOCCC(CC)C=CCCCCI)CC